4-(trifluoromethyl)-N-(trimethylsilyl)nicotinamide FC(C1=CC=NC=C1C(=O)N[Si](C)(C)C)(F)F